dibenzothienyl-(dibenzothiophene) C1(=CC=CC=2SC3=C(C21)C=CC=C3)C3=CC=CC=2SC1=C(C23)C=CC=C1